3,6-dibromo-9-(4-methoxyphenyl)-9H-carbazole BrC=1C=CC=2N(C3=CC=C(C=C3C2C1)Br)C1=CC=C(C=C1)OC